3,5-dibromo-2-ethyl-6-iodobenzoic acid BrC=1C(=C(C(=O)O)C(=C(C1)Br)I)CC